CC=1C=C(C(=O)OC2OC(=CC(C2)=O)C)C=C(C1)C 2,3-dihydro-3,5-dimethyl-benzoyloxy-6-methyl-4H-pyran-4-one